3-(3-chlorophenyl)-glutaronitrile ClC=1C=C(C=CC1)C(CC#N)CC#N